C(C1=CC=CC=C1)(=O)C1(N(C(C2=CC(=CC=C12)Br)=O)OC)O 3-benzoyl-6-bromo-3-hydroxy-2-methoxyisoindol-1-one